C1(CC1)C1=NC(=NC(=N1)SCC=1OC(=CN1)C1=CC(=CC=C1)OC)N 4-cyclopropyl-6-([5-(3-methoxyphenyl)-1,3-oxazol-2-yl]methylsulfanyl)-1,3,5-triazin-2-amine